C(C)(C)(C)OC(=O)N1CCC(CC1)NC1=CC=C(C=C1)C(F)(F)F.COC=1C=C(C=C(C1C)OC)CCCC=O 4-(3,5-dimethoxy-4-methyl-phenyl)butanal tert-butyl-4-((4-(trifluoromethyl)phenyl)amino)piperidine-1-carboxylate